perfluorophenyl 4-chloro-3-(2,4-dioxotetrahydropyrimidin-1(2H)-yl)benzoate ClC1=C(C=C(C(=O)OC2=C(C(=C(C(=C2F)F)F)F)F)C=C1)N1C(NC(CC1)=O)=O